N[C@H]1CS(C2=C(N(C1=O)CC1=CC=C(C=C1)Cl)C=C(C(=C2)F)C=2OC(=NN2)C(C)(C)C)(=O)=O (3R)-3-amino-7-(5-tert-butyl-1,3,4-oxadiazol-2-yl)-5-[(4-chlorophenyl)methyl]-8-fluoro-1,1-dioxo-2,3-dihydro-1λ6,5-benzothiazepin-4-one